(S)-2-((((9H-fluoren-9-yl)methoxy)carbonyl)amino)-3-(4-(1-ethyl-1H-pyrazol-4-yl)phenyl)propanoic acid C1=CC=CC=2C3=CC=CC=C3C(C12)COC(=O)N[C@H](C(=O)O)CC1=CC=C(C=C1)C=1C=NN(C1)CC